C(#C)C1CC(CCC1)O 3-ethynyl-cyclohexanol